CNC(=O)C1=CC(=CC=2C(COC21)(C2=CC=CC=C2)C)C(=O)NC=2C=NNC2 N7,3-dimethyl-3-phenyl-N5-(1H-pyrazol-4-yl)-2,3-dihydrobenzofuran-5,7-dicarboxamide